OCC(C1=CC(=CC=C1)C(F)(F)F)NC(N)=O 3-[2-hydroxy-1-(3-trifluoromethyl-phenyl)-ethyl]-urea